diphenyl[(naphthyl)phenyl]fluoranthene C1(=CC=CC=C1)C=1C(=C(C=2C3=CC=CC=C3C3=CC=CC1C23)C2=C(C=CC=C2)C2=CC=CC3=CC=CC=C23)C2=CC=CC=C2